glycolic acid methyl ester COC(CO)=O